lead oxide diboron [B].[B].[Pb]=O